CN1N=C(C(=C1C(=O)NC1=CC(=NC=C1)C(F)(F)F)C(F)(F)F)C=1C=CC=C2C(NC=NC12)=O 1-methyl-3-(4-oxo-3,4-dihydroquinazolin-8-yl)-4-(trifluoromethyl)-N-(2-(trifluoromethyl)pyridin-4-yl)-1H-pyrazole-5-carboxamide